1-ethyl-3-(5-((1-(2-fluoro-6-(1H-pyrazol-1-yl)pyridin-3-yl)piperidin-4-yl)methyl)isothiazol-3-yl)urea C(C)NC(=O)NC1=NSC(=C1)CC1CCN(CC1)C=1C(=NC(=CC1)N1N=CC=C1)F